7-bromo-1-cyclopropyl-2-(difluoromethyl)-1H-benzo[d]Imidazole-5-carboxylic acid BrC1=CC(=CC2=C1N(C(=N2)C(F)F)C2CC2)C(=O)O